ClC=1N=CC2=C(N1)N(C1=C2N=CC=C1)CC1=CC=C(C=C1)C=1N(C=C(N1)C(F)(F)F)C(C)C D-2-chloro-9-(4-(1-isopropyl-4-(trifluoromethyl)-1H-imidazol-2-yl)benzyl)-9H-pyrido[2',3':4,5]pyrrolo[2,3-D]pyrimidine